2-methyl-4-oxo-5,6-dihydro-2H-2,6-Methanobenzo[g][1,3,5]oxadiazocine CC12OC3=C(C(NC(N1)=O)C2)C=CC=C3